7-(1-aminoethyl)-3,6-dimethyl-2-[4-(5-methylpyrimidin-2-yl)piperazin-1-yl]-3,4-dihydrothieno[3,2-d]pyrimidin-4-one NC(C)C1=C(SC2=C1N=C(N(C2=O)C)N2CCN(CC2)C2=NC=C(C=N2)C)C